hexadecyl methacrylate (cetyl methacrylate) C(CCCCCCCCCCCCCCC)C=C(C(=O)O)C.C(C(=C)C)(=O)OCCCCCCCCCCCCCCCC